F[C@@H]1C[C@@]2(CCCN2C1)COC1=NC2=CC(=CC=C2C(=N1)C12N(CCC2NC1)C(C=O)=C)C1=CN=CC=2CCCCC12 2-(((((2R,7aS)-2-fluorotetrahydro-1H-pyrrolizin-7a(5H)-yl)methoxy)-7-(5,6,7,8-tetrahydroisoquinolin-4-yl)quinazolin-4-yl)-2,6-diazabicyclo[3.2.0]hept-2-yl)prop-2-en-1-one